BrC=1C=CC(=NC1)OCCCN1CCN(CC1)C(=O)OC(C)(C)C tert-Butyl 4-(3-((5-bromopyridin-2-yl)oxy)propyl)piperazine-1-carboxylate